5-[2-(4-benzo[d]isoxazol-3-yl-piperidin-1-yl)-ethyl]-2-methyl-5H-pyrazolo[1,5-a]pyrazin-4-one oxalate salt C(C(=O)O)(=O)O.O1N=C(C2=C1C=CC=C2)C2CCN(CC2)CCN2C(C=1N(C=C2)N=C(C1)C)=O